FC(S(=O)(=O)N[C@@H]1[C@@H](CN(CC1)C(=O)C1(CCC1)F)COC1CCC(CC1)C=1C=C2C=NN(C2=CC1)C)(F)F 1,1,1-trifluoro-N-((3R,4S)-1-(1-fluorocyclobutane-1-carbonyl)-3-((((1s,4R)-4-(1-methyl-1H-indazol-5-yl)cyclohexyl)oxy)methyl)piperidin-4-yl)methanesulfonamide